(2,4,5,6-tetrahydro-pyrrolo[3,4-c]pyrazol-3-yl)methanol N=1NC(=C2C1CNC2)CO